(E)-4-(1,3-benzodioxol-5-yl)-4-oxo-2-butenoic acid O1COC2=C1C=CC(=C2)C(/C=C/C(=O)O)=O